CCOC(=O)NO Hydroxyurethan